(7S)-9-(2,6-difluorophenyl)-7-methyl-18-thia-2,4,5,8-tetraazatetracyclo[8.8.0.02,6.011,17]octadeca-1(10),5,8,11(17)-tetraen-3-one FC1=C(C(=CC=C1)F)C1=N[C@H](C2=NNC(N2C=2SC=3CCCCCC3C12)=O)C